(S)-N-((S)-(4-chlorophenyl)(6-(2,2,2-trifluoroethoxy)pyridazin-3-yl)methyl)-2-oxooxazolidine-5-carboxamide ClC1=CC=C(C=C1)[C@H](NC(=O)[C@@H]1CNC(O1)=O)C=1N=NC(=CC1)OCC(F)(F)F